(R)-tert-butyl 2-(((5-(2-aminopyrazolo[1,5-a]pyridin-5-yl)-1-methyl-1H-pyrazol-4-yl)oxy)methyl)pyrrolidine-1-carboxylate NC1=NN2C(C=C(C=C2)C2=C(C=NN2C)OC[C@@H]2N(CCC2)C(=O)OC(C)(C)C)=C1